Di-tert-butyl (2-{[(2,5-dioxopyrrolidin-1-yl)oxy]carbonyl}propane-1,3-diyl)biscarbamate O=C1N(C(CC1)=O)OC(=O)C(CNC(OC(C)(C)C)=O)CNC(OC(C)(C)C)=O